trans-2-[4-[4-(4-Chlorophenyl)-5-(triazol-2-ylmethyl)-1,2,4-triazol-3-yl]cyclohexyl]oxypyridin ClC1=CC=C(C=C1)N1C(=NN=C1CN1N=CC=N1)[C@@H]1CC[C@H](CC1)OC1=NC=CC=C1